NC1CC2CC(CC2C1)NC1=NC2=C(C=C(C=C2C=N1)C1(C(C=CC=C1)C1=CC(=C(C=C1)S(=O)(=O)N)Cl)F)CC 4-(2-(((2r,5r)-5-aminoocta-hydropentalen-2-yl)amino-8-ethylquinazolin-6-yl)-2-fluorophenyl)-2-chlorobenzene-sulfonamide